FC(C(=O)O)(F)F.N[C@@H](C)C(=O)OC1(COC1)C#CC1=CC2=C(OC[C@@H](C(N2C)=O)NC(C2=NC=CC(=C2)OC2=CC=CC=C2)=O)C=C1 3-(((S)-5-methyl-4-oxo-3-(4-phenoxypicolinamido)-2,3,4,5-tetrahydrobenzo[b][1,4]oxazepin-7-yl)ethynyl)oxetan-3-yl L-alaninate trifluoroacetic acid salt